BrC=1C=C(C=CC1)C1(COC1)C1=NN=CN1C 3-[3-(3-bromophenyl)oxetane-3-yl]-4-methyl-1,2,4-triazole